(R)-(1-methylpyrrolidine-2-yl)methylamine dihydrochloride Cl.Cl.CN1[C@H](CCC1)CN